C(C)(C)C1=CN=C2N1C=C(N=C2)C2=NC(=NC=C2)N 4-(3-isopropylimidazo[1,2-a]pyrazin-6-yl)pyrimidin-2-amine